2-(4-(2-(5-(hydroxymethyl)furan-2-yl)imidazo[4,5-d]pyrrolo[2,3-b]pyridin-1(6H)-yl)-1H-pyrazol-1-yl)acetonitrile OCC1=CC=C(O1)C1=NC=2C(=C3C(=NC2)NC=C3)N1C=1C=NN(C1)CC#N